strontium cesium nitrate [N+](=O)([O-])[O-].[Cs+].[Sr+2].[N+](=O)([O-])[O-].[N+](=O)([O-])[O-]